Acetyl-Glycine C(C)(=O)NCC(=O)O